C(C[C@H]1CC[C@H]2[C@@H]3CC=C4CCCC[C@]4(C)[C@H]3CC[C@]12C)(O)O anti-5-pregnenediol